2-chloro-N-(((1r,5s,6s)-3-(5-(3-cyano-6-(1-methyl-1H-pyrazol-4-yl)pyrazolo[1,5-a]pyridin-4-yl)pyridin-2-yl)-3-azabicyclo[3.1.0]hexane-6-yl)methyl)-5-fluorobenzamide ClC1=C(C(=O)NCC2[C@@H]3CN(C[C@H]23)C2=NC=C(C=C2)C=2C=3N(C=C(C2)C=2C=NN(C2)C)N=CC3C#N)C=C(C=C1)F